ClC=1C=C(C=O)C=C(C1OC)Cl 3,5-dichloro-4-methoxybenzaldehyde